N4-ethyl-N6-(2-methoxy-4-(morpholinosulfonyl)phenyl)-3-(trifluoromethyl)-1H-pyrrolo[2,3-b]pyridine-4,6-diamine C(C)NC=1C2=C(N=C(C1)NC1=C(C=C(C=C1)S(=O)(=O)N1CCOCC1)OC)NC=C2C(F)(F)F